3-cyclohexane-bis-(methylamine) C1(CC(CCC1)CN)CN